dimethoxymethyl-N,N-dimethylamine COC(OC)N(C)C